N1C=CC=2C(=CC=CC12)N 1H-indol-4-amine